N1N=C(C=CC=C1)C1=CC=CC=C1C(=O)O diazepinebenzoic acid